6-(3-(2-chlorophenyl)-1,2,4-oxadiazol-5-yl)-2,2-diethylchroman-4-one ClC1=C(C=CC=C1)C1=NOC(=N1)C=1C=C2C(CC(OC2=CC1)(CC)CC)=O